N=1C=CN2C1C=C(C=C2)OCCN2CCOCC2 4-(2-imidazo[1,2-a]pyridin-7-yloxyethyl)morpholine